C1(CCCC1)CN(C(=O)OCC1=C(C=NN1C)C1=CC=C(C(=N1)C)O[C@@H]1C[C@H](CCC1)C(=O)O)C (1S,3S)-3-((6-(5-((((cyclopentylmethyl)(methyl)carbamoyl)oxy)methyl)-1-methyl-1H-pyrazol-4-yl)-2-methylpyridin-3-yl)oxy)cyclohexane-1-carboxylic acid